1-methylpyridine hydrogensulfate S(=O)(=O)(O)O.CN1CC=CC=C1